FC1=C(C(=CC=C1C(F)(F)F)I)CC(=O)O 2-fluoro-6-iodo-3-(trifluoromethyl)-phenylacetic acid